C(=O)(C(C(C(F)(F)F)(F)F)(F)F)OC(=O)C(C(C(F)(F)F)(F)F)(F)F The molecule is an acyclic carboxylic anhydride that is perfluorinated butyric anhydride. It is used as a derivatising reagent for gas chromatographic analyses. It has a role as a chromatographic reagent. It is an organofluorine compound and an acyclic carboxylic anhydride. It derives from a butyric acid.